4-(dimethoxymethyl)-1-(4-((1R,2S,4S)-6-methoxy-4-methyl-2-phenyl-1,2,3,4-tetrahydronaphthalen-1-yl)phenyl)piperidine COC(C1CCN(CC1)C1=CC=C(C=C1)[C@H]1[C@H](C[C@@H](C2=CC(=CC=C12)OC)C)C1=CC=CC=C1)OC